methyl (2E)-3-[1-(oxan-2-yl) indazol-6-yl]prop-2-enoate O1C(CCCC1)N1N=CC2=CC=C(C=C12)/C=C/C(=O)OC